2-(trifluoromethyl)oxacyclohexan-4-one FC(C1OCCC(C1)=O)(F)F